5-(2-(difluoromethoxy)ethoxy)-3,6-difluoropyridin-2-amine FC(OCCOC=1C=C(C(=NC1F)N)F)F